tert-butyl (S)-4-((3-chloro-2,4-difluorophenyl)(methyl)carbamoyl)-2-oxo-3-(2-(prop-1-yn-1-yl)-6-(trifluoromethyl)pyrimidin-4-yl)imidazolidine-1-carboxylate ClC=1C(=C(C=CC1F)N(C(=O)[C@H]1N(C(N(C1)C(=O)OC(C)(C)C)=O)C1=NC(=NC(=C1)C(F)(F)F)C#CC)C)F